3-phenylpropa-2-enoic acid methyl ester COC(C=CC1=CC=CC=C1)=O